C(C)(C)(C)OC(=O)N1[C@H]([C@H](CC1)C(NC=1N=CC2=CC=C(C=C2C1)C=1C=NNC1)=O)C (2S,3S)-3-((6-(1H-pyrazol-4-yl)isoquinolin-3-yl)carbamoyl)-2-methylpyrrolidine-1-carboxylic acid tert-butyl ester